1-cyano-2-(4-cyclopropyl-benzyl)-4-(β-glucopyranos-1-yl)-benzene C(#N)C1=C(C=C(C=C1)[C@]1(O)[C@H](O)[C@@H](O)[C@H](O)[C@H](O1)CO)CC1=CC=C(C=C1)C1CC1